S(=O)(=O)(O)O.[N+](=O)([O-])C=1C=C(C(O)=CC1)O p-nitrocatechol sulfate